N-(4-((R*)-2-(4-Fluoro-6-methoxypyridin-3-yl)propyl)-6-(((R)-1-hydroxy-4-methylpentan-2-yl)amino)-1,3,5-triazin-2-yl)methanesulfonamide FC1=C(C=NC(=C1)OC)[C@@H](CC1=NC(=NC(=N1)N[C@@H](CO)CC(C)C)NS(=O)(=O)C)C |o1:9|